ClC1=NC=C(C=N1)CC=1C(C2=CC=CC=C2C(C1C)=O)=O 2-((2-chloropyrimidin-5-yl)methyl)-3-methylnaphthalene-1,4-dione